benzyl (S)-2-(((3-(tert-butoxy)-3-oxopropyl)((((di-tert-butoxyphosphoryl)oxy)methoxy)carbonyl)amino)methyl)pyrrolidine-1-carboxylate C(C)(C)(C)OC(CCN(C(=O)OCOP(=O)(OC(C)(C)C)OC(C)(C)C)C[C@H]1N(CCC1)C(=O)OCC1=CC=CC=C1)=O